C(C)(C)(C)OC(=O)NC(C(=O)O)CCN(C1CC(C1)CCC1=NC=2NCCCC2C=C1)CCOC 2-((tert-butoxycarbonyl)amino)-4-((2-methoxyethyl)(3-(2-(5,6,7,8-tetrahydro-1,8-naphthyridin-2-yl)ethyl)cyclobutyl)amino)butanoic acid